O1CCN(CC1)C(CCCC)=O 1-morpholinopentan-1-one